C1(=CC=CC=C1)N(C(O)=O)C1=C(C(=C(C=C1)F)Br)F.CN1CCN(CC1)C1CCNCC1 1-methyl-4-(4-piperidyl)piperazine phenyl-(3-bromo-2,4-difluorophenyl)carbamate